C(CC)O[Si](CCCS[Si](C)(C)C)(OCCC)OCCC (trimethylsilyl) [3-(tripropoxysilyl)propyl] sulfide